4-((2R,5S)-5-((4-Aminophenoxy)methyl)-2-(trifluoromethyl)oxazolidin-3-yl)-2-(trifluoromethyl)benzonitril NC1=CC=C(OC[C@@H]2CN([C@H](O2)C(F)(F)F)C2=CC(=C(C#N)C=C2)C(F)(F)F)C=C1